[Na+].[OH-].[Zn+2].[OH-].[OH-] zinc hydroxide, sodium salt